NC=1C(=NC(=NC1C1=C2C=NNC2=CC=C1C)C1=C(C=C(C=C1)F)NC1=CC(=CC=C1)C#N)C(=O)N 5-amino-2-[2-(3-cyanoanilino)-4-fluoro-phenyl]-6-(5-methyl-1H-indazol-4-yl)pyrimidine-4-carboxamide